9-(3-methyloxetan-3-yl)-3,9-diazaspiro[5.5]undecane CC1(COC1)N1CCC2(CCNCC2)CC1